5-chloro-N-(4-methoxybenzyl)-4-nitrothiophene-2-sulfonamide ClC1=C(C=C(S1)S(=O)(=O)NCC1=CC=C(C=C1)OC)[N+](=O)[O-]